4-(3-amino-4-pyridyl)-2,2-dimethyl-butanoic acid NC=1C=NC=CC1CCC(C(=O)O)(C)C